6-bromo-2,8-dimethyl-4-{[(1R)-1-[2-methyl-3-(trifluoromethyl)phenyl]prop-2-yn-1-yl]amino}-7H,8H-pyrido[2,3-d]pyrimidin-7-one BrC1=CC2=C(N=C(N=C2N[C@H](C#C)C2=C(C(=CC=C2)C(F)(F)F)C)C)N(C1=O)C